tris(2-isooctyloxy-phenyl) phosphite P(OC1=C(C=CC=C1)OCCCCCC(C)C)(OC1=C(C=CC=C1)OCCCCCC(C)C)OC1=C(C=CC=C1)OCCCCCC(C)C